INC1=C(C=CC=C1)N.[S] sulfur iodophenylenediamine